CN1C(C=2N=CN([C@H]3[C@H](O)[C@H](O)[C@@H](CO)O3)C2N=C1)=O 1-methyl-inosine